(3,4-dihydroquinolin-1(2H)-yl)(6-(4-fluorophenyl)pyridazin-4-yl)methanone N1(CCCC2=CC=CC=C12)C(=O)C1=CN=NC(=C1)C1=CC=C(C=C1)F